[F].CN1CN(C=C1)CCCCCC 1-methyl-3-hexylimidazole fluorine